2-ethylhexyl 3-((5-cyclopropyl-7-(2,2,6,6-tetrafluoromorpholino)-5H-pyrrolo[3,2-d]pyrimidin-2-yl)thio)propionate C1(CC1)N1C=C(C=2N=C(N=CC21)SCCC(=O)OCC(CCCC)CC)N2CC(OC(C2)(F)F)(F)F